mono-tetrahydrofurfuryl succinate C(CCC(=O)[O-])(=O)OCC1CCCO1